OC=1C(=NC=CC1OC)C(N[C@H](C(O[C@@H](C)[C@@H](C)C1=CC=CC=C1)=O)C)=O 3-hydroxy-4-methoxy-2-(((S)-1-oxo-1-(((2S,3S)-3-phenylbutan-2-yl)oxy)propan-2-yl)carbamoyl)pyridine